ClC1=C(C=C(C=C1)C(C)C)O 2-chloro-5-isopropylphenol